OC1=NC2=CC=CC=C2N=C1 2-hydroxyquinoxaline